O=C1NC(CCC1N1C(C2=CC=C(C=C2C1=O)CCCCCCC(=O)N1CCN(CC1)C1=CC=C(C=C1)NC1=NN2C(C=CC=C2C2=CC=C(C=C2)S(=O)(=O)C)=N1)=O)=O 2-(2,6-dioxopiperidin-3-yl)-5-(7-(4-(4-((5-(4-(methylsulfonyl)phenyl)-[1,2,4]triazolo[1,5-a]pyridin-2-yl)amino)phenyl)piperazin-1-yl)-7-oxoheptyl)isoindoline-1,3-dione